C=C(C(=O)OCC)C[C@H](C(=O)OCC)OC(=O)C12OC(C(CC1)(C2(C)C)C)=O diethyl (4R)-methylene-4-((4,7,7-trimethyl-3-oxo-2-oxabicyclo[2.2.1]heptane-1-carbonyl)oxy)pentanedioate